FC=1C(=CC=2C3=C(NC(C2C1)=O)COC[C@H]3N(C(=O)C=3NC1=CC(=CC(=C1C3)C)F)C)F (S)-N-(8,9-difluoro-6-oxo-1,4,5,6-tetrahydro-2H-pyrano[3,4-c]isoquinolin-1-yl)-6-fluoro-N,4-dimethyl-1H-indole-2-carboxamide